isoheptyl methacrylate isooctyl-methacrylate C(CCCCC(C)C)OC(C(=C)C)=O.C(C(=C)C)(=O)OCCCCC(C)C